C(C1=CC=C(C=C1)CCO)C1=CC=C(C=C1)CCO 4,4'-methylenebis(hydroxyethylbenzene)